C(C)NC(CCO)C N-ethyl-3-aminobutane-1-ol